F[C@H]1[C@@H]2CCC[C@H](C[C@H]1OC1=CC=C(N=N1)C1=C(C=C(C=C1)N1N=NC=C1)O)N2 2-(6-(((1s,2s,3r,5r)-2-fluoro-9-azabicyclo[3.3.1]non-3-yl)oxy)pyridazin-3-yl)-5-(1H-1,2,3-triazol-1-yl)phenol